(6aS,9S)-9-[5-(4-chloro-1H-pyrrol-2-yl)-1,2,4-oxadiazol-3-yl]-6,6a,7,8,9,10-hexahydro-12H-pyrido[2,1-c][1,4]benzothiazepin-12-one 5-oxide ClC=1C=C(NC1)C1=NC(=NO1)[C@H]1CC[C@H]2CS(C3=C(C(N2C1)=O)C=CC=C3)=O